C(CCCCCC)NC(=O)N(CCCCCC)CCCCCC N-heptyl-N',N'-dihexylurea